xylylenedimethoxide C=1(C(=CC=CC1)CC[O-])CC[O-]